C(C1=CC=CC=C1)C1(CCN(CC1)C1=NC=C(C=C1)C=1C=2N(C=C(C1)OCC)N=CC2C#N)NC(C(C)(C)O)=O N-(4-benzyl-1-(5-(3-cyano-6-ethoxypyrazolo[1,5-a]pyridin-4-yl)pyridin-2-yl)piperidin-4-yl)-2-hydroxy-2-methylpropanamide